1-(3-(((1H-benzo[d]imidazol-6-yl)methyl)(3-methoxybenzyl)amino)benzyl)piperazin-2-one N1C=NC2=C1C=C(C=C2)CN(C=2C=C(CN1C(CNCC1)=O)C=CC2)CC2=CC(=CC=C2)OC